tert-butyl ((5-((R)-1-((1S,3S,5R)-5-((2-aminoethoxy)methyl)-2-((4-phenoxybutanoyl)glycyl)-2-azabicyclo[3.1.0]hexane-3-carboxamido)ethyl)thiophen-3-yl)(imino)methyl)carbamate NCCOC[C@@]12C[C@H](N([C@H]2C1)C(CNC(CCCOC1=CC=CC=C1)=O)=O)C(=O)N[C@H](C)C1=CC(=CS1)C(=N)NC(OC(C)(C)C)=O